OCC1=CC=C(C=C1)C1=CC=C(C=C1)CC1=CC=C(C=C1)N1N=C(N=C1C)C(=O)N 1-(4-((4'-(hydroxymethyl)-[1,1'-biphenyl]-4-yl)methyl)phenyl)-5-methyl-1H-1,2,4-triazole-3-carboxamide